BrC1=CC=2[C@H]([C@@H](C3=CC=CC=C3C2C=C1)O)O 2-bromo-trans-9,10-dihydrophenanthrene-9,10-diol